Ethyl (S)-2-(4-bromo-2-fluorobenzyl)-4-fluoro-1-(oxetan-2-ylmethyl)-1H-benzo[d]imidazole-6-carboxylate BrC1=CC(=C(CC2=NC3=C(N2C[C@H]2OCC2)C=C(C=C3F)C(=O)OCC)C=C1)F